OC=1N(C(N(C1C)C)=O)C1=NN(C(=C1)C(F)(F)F)C 4-hydroxy-1,5-dimethyl-3-[1-methyl-5-(trifluoromethyl)pyrazol-3-yl]imidazol-2-one